N-(2-chloro-4-(trifluoromethyl)phenyl)-2-(2-(2,3-dihydrobenzofuran-5-yl)-5-ethyl-6-(4-(3-hydroxypicolinoyl)piperazin-1-yl)-7-oxo-[1,2,4]triazolo[1,5-a]pyrimidin-4(7H)-yl)acetamide ClC1=C(C=CC(=C1)C(F)(F)F)NC(CN1C=2N(C(C(=C1CC)N1CCN(CC1)C(C1=NC=CC=C1O)=O)=O)N=C(N2)C=2C=CC1=C(CCO1)C2)=O